FC1=C(C(=CC=C1)C(F)(F)F)NC1=NC(=NC=C1C#N)NC1=C(C=C2C3(CN(CC2=C1)C)CC3)OC 4-((2-fluoro-6-(trifluoromethyl)phenyl)amino)-2-((6'-methoxy-2'-methyl-2',3'-dihydro-1'H-spiro[cyclopropane-1,4'-isoquinolin]-7'-yl)amino)pyrimidine-5-carbonitrile